BrC=1C=C(C=O)C=C(C1)F 3-bromo-5-fluorobenzaldehyde